[(Z)-6-bromohex-3-enoxy]-tert-butyl-diphenyl-silane BrCC\C=C/CCO[Si](C1=CC=CC=C1)(C1=CC=CC=C1)C(C)(C)C